C[SiH2]C1=CC=C(C=C1)C(C)(C)C Methyl-(4-tert-butylphenyl)silane